(S)-2-((1-((t-butoxycarbonyl) amino) propan-2-yl) oxy)-5-fluorobenzyl methanesulfonate CS(=O)(=O)OCC1=C(C=CC(=C1)F)O[C@H](CNC(=O)OC(C)(C)C)C